(4R)-4-Benzyl-3-((3S)-3-(4-bromo-1H-pyrazol-1-yl)-3-cyclopentylpropanoyl)oxazolidin-2-one C(C1=CC=CC=C1)[C@H]1N(C(OC1)=O)C(C[C@@H](C1CCCC1)N1N=CC(=C1)Br)=O